FC1(OC2=C(O1)C=C(C(=C2)C(=O)NC2=CC(=C(C=C2)F)C(F)(F)F)NC(C2=C(C=CC(=C2)C2=CN=C1N2CCN(C1)CCO)OC)=O)F 2,2-difluoro-N-(4-fluoro-3-(trifluoromethyl)phenyl)-6-(5-(7-(2-hydroxyethyl)-5,6,7,8-tetrahydroimidazo[1,2-a]pyrazin-3-yl)-2-methoxybenzamido)benzo[d][1,3]dioxole-5-carboxamide